N-(4-(1-(2-fluoroisonicotinoyl)-2,2-dimethyl-1,2,3,6-tetrahydropyridin-4-yl)-1H-pyrrolo[2,3-b]pyridin-6-yl)cyclopropylcarboxamide FC=1C=C(C(=O)N2C(CC(=CC2)C2=C3C(=NC(=C2)NC(=O)C2CC2)NC=C3)(C)C)C=CN1